ethyl (2S)-2-aminopropanoate hydrochloride Cl.N[C@H](C(=O)OCC)C